ClC1=C(N=C(NC1=O)C1=C(N=CS1)Cl)N1C(CNCC1)C(F)F 5-chloro-2-(4-chlorothiazol-5-yl)-4-[2-(difluoromethyl)piperazin-1-yl]-1H-pyrimidin-6-one